2-mercaptoethyl-dimethoxypropoxysilane SCC[SiH2]OCCC(OC)OC